4-(3-(trans-4-(4-hydroxybutyl)cyclohexyl)-4,4-dimethyl-5-oxo-2-thioxoimidazolidin-1-yl)-2-(trifluoromethyl)benzonitrile OCCCC[C@@H]1CC[C@H](CC1)N1C(N(C(C1(C)C)=O)C1=CC(=C(C#N)C=C1)C(F)(F)F)=S